3-(3-nitrophenyl)-1-((2-(trimethylsilyl)ethoxy)methyl)-1H-indazol [N+](=O)([O-])C=1C=C(C=CC1)C1=NN(C2=CC=CC=C12)COCC[Si](C)(C)C